(E)-O-methylphenyl-3-butene-1-ol COC(CC=C)C1=CC=CC=C1